5-(tert-butyl)-2-phenyl-7-(p-chlorophenyl)benzoxazole C(C)(C)(C)C=1C=C(C2=C(N=C(O2)C2=CC=CC=C2)C1)C1=CC=C(C=C1)Cl